(S)-8-(4-(Bis(4-fluorophenyl)methyl)-3-methylpiperazin-1-yl)-5-methyl-6-oxo-5,6-dihydro-1,5-naphthyridin-2-carbonitril FC1=CC=C(C=C1)C(N1[C@H](CN(CC1)C1=CC(N(C=2C=CC(=NC12)C#N)C)=O)C)C1=CC=C(C=C1)F